3-methoxy-2-naphthamide COC=1C(=CC2=CC=CC=C2C1)C(=O)N